2-[[6-(1,3-benzothiazol-2-ylamino)-5-methyl-pyridazin-3-yl]-methyl-amino]-5-[3-[2-fluoro-4-(3-pyrrolidin-1-ylprop-1-ynyl)phenoxy]propyl]thiazole-4-carboxylic acid S1C(=NC2=C1C=CC=C2)NC2=C(C=C(N=N2)N(C=2SC(=C(N2)C(=O)O)CCCOC2=C(C=C(C=C2)C#CCN2CCCC2)F)C)C